benzyl-quinolin-6-amine C(C1=CC=CC=C1)C1=NC2=CC=C(C=C2C=C1)N